C(C=C)(=O)N1CC2=CC=CC(=C2CC1)C1=CN=C(C=2NC=3CCCCC3C21)C(=O)N 4-(2-acryloyl-1,2,3,4-tetrahydroisoquinolin-5-yl)-6,7,8,9-tetrahydro-5H-pyrido[3,4-b]indole-1-carboxamide